N-{5-[2-(2-{3-[2-(2-methylphenoxy)ethoxy]benzyl}hydrazino)-2-oxoethyl]-1,3,4-thiadiazol-2-yl}benzamide CC1=C(OCCOC=2C=C(CNNC(CC3=NN=C(S3)NC(C3=CC=CC=C3)=O)=O)C=CC2)C=CC=C1